C(C)(C)N1N=C(C(=C1C)O)C1=CC=C(C=C1)S(=O)(=O)C 1-isopropyl-3-(4-(methylsulfonyl)phenyl)-5-methyl-pyrazol-4-ol